2,2'-(4-(3-phenylquinoxalin-2-yl)pyrene-1,8-diyl)bis(benzo[d]oxazole) C1(=CC=CC=C1)C=1C(=NC2=CC=CC=C2N1)C=1C2=CC=C(C3=CC=C4C(=CC=C(C1)C4=C32)C=3OC2=C(N3)C=CC=C2)C=2OC3=C(N2)C=CC=C3